C1(CCC1)CNCC=1NC2=CC(=CC=C2C1)CNC(=O)C=1N=C2N(C(C1)=O)C=CC=C2 N-[(2-{[(cyclobutylmethyl)amino]methyl}-1H-indol-6-yl)methyl]-4-oxo-4H-pyrido[1,2-a]pyrimidine-2-carboxamide